Butene Vinyl-Succinate C(=C)C(C(=O)O)CC(=O)O.C=CCC